3-{2-[(3S,4S)-3-[(4-{[(2-methanesulfonylethyl)imino](methyl)oxo-λ6-sulfanyl}phenoxy)methyl]-4-methylpyrrolidin-1-yl]ethyl}benzonitrile CS(=O)(=O)CCN=S(C1=CC=C(OC[C@@H]2CN(C[C@H]2C)CCC=2C=C(C#N)C=CC2)C=C1)(=O)C